NC(C(CCC(=O)OC)N1C(C2=CC=C(C=C2C1)Br)=O)=O methyl 5-amino-4-(5-bromo-1-oxo-1,3-dihydro-2H-isoindol-2-yl)-5-oxopentanoate